FC1=C(C(=CC=C1)F)CP(O)(=O)CC[C@H]1O[C@@H]([C@H]([C@H]([C@@H]1OCC1=CC=CC=C1)OCC1=CC=CC=C1)OCC1=CC=CC=C1)OC1=CC=CC=C1 (2,6-difluorophenyl)methyl-[2-[(2R,3R,4S,5S,6R)-3,4,5-tribenzyloxy-6-phenoxy-tetrahydropyran-2-yl]ethyl]phosphinic acid